C(#N)[C@H]1N(CC(C1)(F)F)C(CNC(=O)C1=CC=NC2=C(C=CC=C12)NC(CCC(NCCOCCOCCOCCOCCOCCOCCOCCOCCOCCOCCOCCOCCC(=O)O)=O)=O)=O (S)-44-((4-((2-(2-cyano-4,4-difluoropyrrolidin-1-yl)-2-oxoethyl)carbamoyl)quinolin-8-yl)amino)-41,44-dioxo-4,7,10,13,16,19,22,25,28,31,34,37-dodecaoxa-40-azatetratetracontanoic acid